N,N-diethyl-azetidin-3-amine trifluoroacetate FC(C(=O)O)(F)F.C(C)N(C1CNC1)CC